C(C1=CC=CC=C1)OCC[C@H](CCC(=O)N(C)C)NS(=O)(=O)C1=CC=C(C=C1)C (S)-6-(benzyloxy)-N,N-dimethyl-4-((4-methylphenyl)sulphonylamino)hexanamide